FC(C1=CC(=NC=C1C1=NC(=NC(=N1)N1C2COCC1COC2)N2[C@@H](COCC2)C)N)F 4-(difluoromethyl)-5-[4-(3,7-dioxa-9-azabicyclo[3.3.1]nonan-9-yl)-6-[(3R)-3-methylmorpholin-4-yl]-1,3,5-triazin-2-yl]pyridin-2-amine